N1=NC=CC2=C1O[C@H](CN2)[C@@H](C2=CC=CC=C2)NCCC=2C=C(C=CC2C)CC(=O)O 2-(3-(2-(((R)-((R)-6,7-dihydro-5H-pyridazino[3,4-b][1,4]oxazin-7-yl)(phenyl)methyl)amino)ethyl)-4-methylphenyl)acetic acid